(R)-N-Boc-3-aminobutyric acid C[C@H](CC(=O)O)NC(=O)OC(C)(C)C